[2-(2,6-dioxopiperidin-3-yl)-4-methoxy-3-oxo-2,3-dihydro-1H-isoindol-5-yl]methyl N-[2-chloro-4-(3,4,5-trifluorophenoxy)phenyl]carbamate ClC1=C(C=CC(=C1)OC1=CC(=C(C(=C1)F)F)F)NC(OCC=1C(=C2C(N(CC2=CC1)C1C(NC(CC1)=O)=O)=O)OC)=O